ethyl (2R)-2-[4-(4-amino-2-chloro-phenyl)-2-oxo-chromen-7-yl]oxypropanoate NC1=CC(=C(C=C1)C1=CC(OC2=CC(=CC=C12)O[C@@H](C(=O)OCC)C)=O)Cl